ClC=1C(N(C2=CC(=NC=C2C1)Cl)C(C)C)=O 3,7-Dichloro-1-isopropyl-1,6-naphthyridin-2-one